2-({2-[(4-chloro-2-fluorophenyl)methoxy]-3-(trifluoromethyl)-5,6,7,8-tetrahydro-1,7-naphthyridin-7-yl}methyl)-1-{[(3S)-oxolan-3-yl]methyl}-1H-1,3-benzodiazole-6-carboxylic acid ClC1=CC(=C(C=C1)COC1=NC=2CN(CCC2C=C1C(F)(F)F)CC1=NC2=C(N1C[C@H]1COCC1)C=C(C=C2)C(=O)O)F